(2Z)-2-(6,7-dihydro-5H-pyrrolo[1,2-c]imidazol-1-yl)-2-hydroxyimino-acetic acid ethyl ester C(C)OC(\C(=N/O)\C1=C2N(C=N1)CCC2)=O